3-(5-(4-((methyl-(1-methylpiperidin-4-yl)amino)methyl)pyridin-2-yl)-1-oxoisoindolin-2-yl)piperidine-2,6-dione CN(C1CCN(CC1)C)CC1=CC(=NC=C1)C=1C=C2CN(C(C2=CC1)=O)C1C(NC(CC1)=O)=O